C1=CC=CC=2OCCOCCOC3=C(OCCOCCOC21)C=CC=C3 6,7,9,10,17,18,20,21-Octahydrodibenzo[b,k][1,4,7,10,13,16]hexaoxacyclooctadecine